2-fluorophenethylamine FC1=C(CCN)C=CC=C1